ClC=1C(=NC=C(C1)C(F)(F)F)C(=O)NC1=CC(=NC=C1NC)C(F)(F)F 3-chloro-N-[5-(methylamino)-2-(trifluoromethyl)pyridin-4-yl]-5-(trifluoromethyl)pyridine-2-carboxamide